C1(CC1)C=C(C#N)C(=O)N1CCNCC1 3-cyclopropyl-2-piperazine-1-carbonyl-acrylonitrile